The molecule is an N-acyl-gamma-aminobutyric acid resulting from the formal condensation of the amino group of gamma-aminobutyric acid with the carboxy group of (15S)-hydroperoxy-(5Z,8Z,11Z,13E)-icosatetraenoic acid. It has a role as a mammalian metabolite. It is a fatty amide, a lipid hydroperoxide and a N-acyl-gamma-aminobutyric acid. It derives from a 15(S)-HPETE. It is a conjugate acid of a N-[(12S)-hydroperoxy-(5Z,8Z,10E,14Z)-icosatetraenoyl]-gamma-aminobutyrate. CCCCC[C@@H](/C=C/C=C\\C/C=C\\C/C=C\\CCCC(=O)NCCCC(=O)O)OO